CS(=O)(=O)OCC1=CC(=C(C=C1)Cl)Cl 3,4-dichlorobenzyl methanesulfonate